(phenoxy(phenyl)thiophosphoryl)-D-alanine methyl ester COC([C@H](NP(=S)(C1=CC=CC=C1)OC1=CC=CC=C1)C)=O